BrC=1C(NN=CC1OCCOCCC(N1CCN(CC1)C1=NC=C(C=N1)C(F)(F)F)=O)=O 4-Bromo-5-[2-(3-oxo-3-[4-[5-(trifluoromethyl)pyrimidin-2-yl]piperazin-1-yl]propoxy)ethoxy]-2,3-dihydropyridazin-3-one